C(C)OC[C@]1(CC[C@@]2([C@H]3CC[C@@]4([C@H](CC[C@H]4[C@@H]3CC[C@@H]2C1)[C@](CN1N=CC(=C1)C#N)(C)O)C)C)O 1-((S)-2-((3R,5R,8R,9S,10S,13S,14S,17S)-3-(ethoxymethyl)-3-hydroxy-10,13-dimethylhexadecahydro-1H-cyclopenta[a]phenanthren-17-yl)-2-hydroxypropyl)-1H-pyrazole-4-carbonitrile